2-aminopropionic acid (S)-cyclohexyl ester C1(CCCCC1)OC(C(C)N)=O